C(C\C=C\CCCCCCC)(=O)O E-3-undecenoic acid